1-hydroxy-1,4a,5,7a-tetrahydrocyclopenta[c]pyran-4-carboxylate OC1OC=C(C2C1C=CC2)C(=O)[O-]